FC1=C(C=CC(=N1)N(CCOCCOC=1C=C(C(=CC1)C(=O)OC)C(=O)OC)C(=O)OC(C)(C)C)C1=CC=C(C=C1)C=1N=C2N(C=C(C=C2)OC)C1 dimethyl 4-[2-[2-[[6-fluoro-5-[4-(6-methoxyimidazo-[1,2-a]pyridin-2-yl)phenyl]pyridin-2-yl]-[(2-methylpropan-2-yl)oxycarbonyl]amino]ethoxy]-ethoxy]benzene-1,2-dicarboxylate